1-(3-(6-fluoro-3-(4-(trifluoro-methyl)phenyl)-1H-indazol-1-yl)-pyrrolidin-1-yl)prop-2-en-1-one FC1=CC=C2C(=NN(C2=C1)C1CN(CC1)C(C=C)=O)C1=CC=C(C=C1)C(F)(F)F